(Z)-N-(4-bromo-2-ethoxy-6-fluorophenyl)isobutyrohydrazonoyl cyanide BrC1=CC(=C(C(=C1)F)N\N=C(\C(C)C)/C#N)OCC